S1N=NC(=C1)C1=C(N=NS1)C1=NC=CC=C1 thiadiazolylpyridinyl-thiadiazole